OC(N)CCC(N)O 2,5-dihydroxy-1,6-diazahexane